tert-butyl (1-(6-amino-5-((3-amino-2-(trifluoromethyl)phenyl)thio)pyrazin-2-yl)-4-methylpiperidin-4-yl)carbamate NC1=C(N=CC(=N1)N1CCC(CC1)(C)NC(OC(C)(C)C)=O)SC1=C(C(=CC=C1)N)C(F)(F)F